tert-butyl[3-({[(2-aminoethyl)sulphanyl]acetyl}{(1R)-1-[1-benzyl-4-(2,5-difluorophenyl)-1H-imidazol-2-yl]-2,2-dimethylpropyl}amino)propyl]carbamate C(C)(C)(C)OC(NCCCN([C@H](C(C)(C)C)C=1N(C=C(N1)C1=C(C=CC(=C1)F)F)CC1=CC=CC=C1)C(CSCCN)=O)=O